N1N=CC2=NC=CC(=C21)C(=O)N pyrazolo[4,3-b]pyridine-7-carboxamide